6-(2,7-dimethyl-2H-indazol-5-yl)-2-(piperidin-4-yl)-1,3-benzothiazole hydrochloride Cl.CN1N=C2C(=CC(=CC2=C1)C1=CC2=C(N=C(S2)C2CCNCC2)C=C1)C